C[C@]1(C=C[C@@H](CC1)C(=C)C)O (1S,4R)-1-methyl-4-(1-methyl-vinyl)-2-cyclohexene-1-ol